6-(2-amino-1H-benzo[d]imidazol-5-yl)-4-((1-phenylethyl)amino)quinoline-3-carbonitrile NC1=NC2=C(N1)C=CC(=C2)C=2C=C1C(=C(C=NC1=CC2)C#N)NC(C)C2=CC=CC=C2